2-formyl-6-(1,3-oxazol-4-ylmethoxy)-2,3-dihydro-1H-indene-4-carbonitrile C(=O)C1CC=2C=C(C=C(C2C1)C#N)OCC=1N=COC1